N-(2-((3R,4S)-3-((1-Ethyl-1H-pyrazol-3-yl)methyl)-4-hydroxychroman-7-yl)phenyl)-1,1,1-trifluoromethansulfonamid C(C)N1N=C(C=C1)C[C@@H]1COC2=CC(=CC=C2[C@H]1O)C1=C(C=CC=C1)NS(=O)(=O)C(F)(F)F